CC1=C(OC2C3C=CC(C2)C3=O)C=CC=C1 5-(o-methylphenoxy)-7-oxo-bicyclo[2.2.1]Hept-2-ene